F[Sb-](F)(F)(F)(F)F.O(C1=CC=CC=C1)C1=CC=C(C=C1)C=1C=C2SC=3C=C(C=CC3[N+]3=C2C(C1)=C(C(=C3)C3=CC=CC=C3)C3=CC=CC=C3)C3=CC=C(C=C3)OC3=CC=CC=C3 5,9-bis(4-phenoxyphenyl)-2,3-diphenylpyrido[3,2,1-kl]phenothiazin-12-ium hexafluoroantimonate